N-(4-cyano-1-(cyclopropylmethyl)-1H-pyrazol-5-yl)-2-cyclopropylacetamide C(#N)C=1C=NN(C1NC(CC1CC1)=O)CC1CC1